CYCLOHEPTADECA-9-EN-1-ONE C1(CCCCCCCC=CCCCCCCC1)=O